allyl 7-(difluoro((((S)-1-oxo-1-propoxypropan-2-yl)amino)(phenoxy)phosphoryl)methyl)-2-naphthoate FC(C1=CC=C2C=CC(=CC2=C1)C(=O)OCC=C)(P(=O)(OC1=CC=CC=C1)N[C@H](C(OCCC)=O)C)F